CN1C(C2=C(C=C1)N=C(N2)[C@H]2N(CC2)S(=O)(=O)C=2C=C(C=C1C=NNC21)C)=O (S)-5-methyl-2-(1-((5-methyl-1H-indazol-7-yl)sulfonyl)azetidin-2-yl)-3,5-dihydro-4H-imidazo[4,5-c]pyridin-4-one